5-[8-[(1R,2R)-2-(4-pyridyl)cyclopropyl]imidazo[1,2-b]pyridazin-6-yl]-1H-pyrimidine-2,4-dione N1=CC=C(C=C1)[C@H]1[C@@H](C1)C=1C=2N(N=C(C1)C=1C(NC(NC1)=O)=O)C=CN2